Cl.ClC1=CC2=C(C=N1)C(=NN2)N2CC1NC(C2)C1 3-(6-chloro-1H-pyrazolo[4,3-c]pyridin-3-yl)-3,6-diazabicyclo[3.1.1]heptane hydrochloride